6,7-dichloro-3-(2-methoxyethyl)-1,3,4,9-tetrahydropyrrolo[3,2-h][2,1]benzothiazine 2,2-dioxide ClC=1C2=C(C3=C(CC(S(N3)(=O)=O)CCOC)C1)NC=C2Cl